(bis(t-Butoxycarbonyl)amino)-7-cyclopropyl-5-methyl-1H-indazole-1-carboxylic acid tert-butyl ester C(C)(C)(C)OC(=O)N1N=C(C2=CC(=CC(=C12)C1CC1)C)N(C(=O)OC(C)(C)C)C(=O)OC(C)(C)C